1-(7-((1r,4r)-4-(methoxymethoxy)-4-methylcyclohexyl)-4-methyl-5,7-dihydro-4H-isoxazolo[5,4-e]indazole-3-yl)ethan-1-one COCOC1(CCC(CC1)N1N=C2CC(C3=C(C2=C1)ON=C3C(C)=O)C)C